6-(bromomethyl)-2-(1-methoxycyclobutyl)quinoline BrCC=1C=C2C=CC(=NC2=CC1)C1(CCC1)OC